phenyl-n-propyl-tellurium C1(=CC=CC=C1)[Te]CCC